C(C)(C)C1=C(NC2=CC=C(C=C12)OCC1CCN(CC1)C(C)C)C=1C=C(C=2N(C1)N=CN2)C 6-(3-Isopropyl-5-((1-isopropylpiperidin-4-yl)methoxy)-1H-indol-2-yl)-8-methyl-[1,2,4]triazolo[1,5-a]pyridin